NC1(CCN(CC1)C=1C2=C(N=CN1)NC=C2C)C(=O)N[C@@H](CCO)C2=CC=C(C=C2)Cl 4-amino-N-[(1S)-1-(4-chlorophenyl)-3-hydroxypropyl]-1-(5-methyl-7H-pyrrolo[2,3-d]pyrimidin-4-yl)piperidine-4-carboxamide